ClC1=C(C=C(OCC(=O)N[C@@H]2CN[C@H](CC2)C=2OC(=NN2)C2=CC(=C(C=C2)Cl)F)C=C1)F 2-(4-chloro-3-fluorophenoxy)-N-[(3S,6R)-6-[5-(4-chloro-3-fluorophenyl)-1,3,4-oxadiazol-2-yl]piperidin-3-yl]acetamide